6-[4-(6-Chloro-1-methylindazol-3-yl)piperidine-1-carbonyl]-4H-1,4-benzoxazin-3-one ClC1=CC=C2C(=NN(C2=C1)C)C1CCN(CC1)C(=O)C=1C=CC2=C(NC(CO2)=O)C1